methyl (S)-3-(oxetan-2-ylmethyl)-2-(piperidin-4-ylmethyl)-3H-imidazo[4,5-b]pyridine-5-carboxylate O1[C@@H](CC1)CN1C(=NC=2C1=NC(=CC2)C(=O)OC)CC2CCNCC2